(R)-N-((2-(difluoromethoxy)pyrimidin-5-yl)methylene)-2-methylpropane-2-sulfinamide FC(OC1=NC=C(C=N1)C=N[S@](=O)C(C)(C)C)F